1-(5-bromopyridin-2-yl)propan-1-ol BrC=1C=CC(=NC1)C(CC)O